N-methyl-N-(tetrahydro-2H-pyran-4-yl)glycine tert-butyl ester C(C)(C)(C)OC(CN(C1CCOCC1)C)=O